(2-(4'-Fluoro-2'-(1,3,4-oxadiazol-2-yl)-[1,1'-biphenyl]-3-yl)-7-(trifluoromethyl)benzo[d]oxazol-5-yl)methanol FC1=CC(=C(C=C1)C1=CC(=CC=C1)C=1OC2=C(N1)C=C(C=C2C(F)(F)F)CO)C=2OC=NN2